((3-morpholinopropyl)azanediyl)bis(heptane-7,1-diyl) bis(4,4-bis(((Z)-oct-5-en-1-yl)oxy)butanoate) C(CCC\C=C/CC)OC(CCC(=O)OCCCCCCCN(CCCCCCCOC(CCC(OCCCC\C=C/CC)OCCCC\C=C/CC)=O)CCCN1CCOCC1)OCCCC\C=C/CC